N-{[2-({2-azaspiro[4.4]nonan-2-yl}methyl)-1H-indol-6-yl]methyl}-4-oxo-4H-pyrido[1,2-a]pyrimidine-2-carboxamide C1N(CCC12CCCC2)CC=2NC1=CC(=CC=C1C2)CNC(=O)C=2N=C1N(C(C2)=O)C=CC=C1